(5-(ethoxycarbonyl)-1-methyl-1H-pyrazol-3-yl)boronic acid C(C)OC(=O)C1=CC(=NN1C)B(O)O